2-Chloro-N-[2-(4-{[(3-cyanopyridin-2-yl)oxy]methyl}piperidin-1-yl)-2-[4-(difluoromethyl)-1,3-thiazol-5-yl]ethyl]-6-fluorobenzamide ClC1=C(C(=O)NCC(C2=C(N=CS2)C(F)F)N2CCC(CC2)COC2=NC=CC=C2C#N)C(=CC=C1)F